2-(8-((2S,6S)-2-(hydroxymethyl)-6-methylmorpholino)pyrido[2,3-d]pyridazin-5-yl)-5-(trifluoromethyl)phenol OC[C@H]1O[C@H](CN(C1)C=1N=NC(=C2C1N=CC=C2)C2=C(C=C(C=C2)C(F)(F)F)O)C